(S)-8-chloro-5'-fluoro-6-(trifluoromethyl)-3',4'-dihydro-2'H,3H-spiro[imidazo[1,2-a]pyridine-2,1'-naphthalene] ClC=1C=2N(C=C(C1)C(F)(F)F)C[C@@]1(CCCC3=C(C=CC=C13)F)N2